CNC(CC(C)(C1=C(C(C(=C(C1=O)C)C)=O)C)C)=O N,3-dimethyl-3-(2,4,5-trimethyl-3,6-dioxocyclohexa-1,4-dien-1-yl)butanamide